(S)-5-(3-aminoprop-1-yn-1-yl)-N-(5-(2-(4-(4-chlorophenyl)-2,3,9-trimethyl-6H-thieno[3,2-f][1,2,4]triazolo[4,3-a][1,4]diazepin-6-yl)acetamido)pentyl)furan-2-carboxamide hydrochloride Cl.NCC#CC1=CC=C(O1)C(=O)NCCCCCNC(C[C@H]1C=2N(C3=C(C(=N1)C1=CC=C(C=C1)Cl)C(=C(S3)C)C)C(=NN2)C)=O